N-(3-(benzo[d]thiazol-2-yl)-5-fluoro-2-methylphenyl)-4-cyano-2,5-difluorobenzamide S1C(=NC2=C1C=CC=C2)C=2C(=C(C=C(C2)F)NC(C2=C(C=C(C(=C2)F)C#N)F)=O)C